methoxymethyl 4-(benzyloxy)-2-methyl-6-(methylthio)benzoate C(C1=CC=CC=C1)OC1=CC(=C(C(=O)OCOC)C(=C1)SC)C